6-(5-((1H-indol-3-yl)methyl)-4-oxo-2-thioxothiazolidin-3-yl)hexanoic acid N1C=C(C2=CC=CC=C12)CC1C(N(C(S1)=S)CCCCCC(=O)O)=O